C(\C=C/C(=O)O)(=O)O.C(C#C)OCCOC(\C=C\CNCCCCN1C2=C(CCC3=C1C=CC=C3)C=CC(=C2)Cl)=O.CC(C)(CCS(=O)(=O)C)NC(=O)C=2N=NC=CC2 N-(2-methyl-4-(methylsulfonyl)butan-2-yl)pyridazine-3-carboxamide 2-Prop-2-ynyloxy-ethyl-(E)-4-[4-(3-chloro-10,11-dihydro-5H-dibenzo[b,f]azepin-5-yl)butylamino]but-2-enoate maleate